1-(3-chloro-4-methylphenyl)-3-(2-(5-(2,6-dioxopiperidin-3-yl)-4-oxo-5,6-dihydro-4H-thieno[3,4-c]pyrrol-1-yl)ethyl)urea ClC=1C=C(C=CC1C)NC(=O)NCCC=1SC=C2C1CN(C2=O)C2C(NC(CC2)=O)=O